ClC(OC1=CC=C(C=C1)NC(=O)C=1C=C2C(CN(C2=C(C1)C1=CC=NN1)C(C)C)CNC)(F)F N-(4-(chlorodifluoromethoxy)phenyl)-1-isopropyl-3-((methylamino)methyl)-7-(1H-pyrazol-5-yl)indoline-5-carboxamide